N1C(=NC2=NC=CC=C21)C(=O)N2CCC(CC2)C2=C(C=CC=C2)C(F)(F)F (1H-imidazo[4,5-b]pyridin-2-yl)(4-(2-(trifluoromethyl)phenyl)piperidin-1-yl)methanone